bis-ethyl-3-(3,5-di-t-butyl-4-hydroxyphenyl)propionate C(C)C(C(=O)[O-])(CC1=CC(=C(C(=C1)C(C)(C)C)O)C(C)(C)C)CC